potassium bis((perfluoroethyl)sulfonyl)amide FC(C(F)(F)F)(S(=O)(=O)[N-]S(=O)(=O)C(C(F)(F)F)(F)F)F.[K+]